NC1=C(C=C(C=C1)C(C(=O)OC)C)Cl Methyl 2-(4-amino-3-chlorophenyl)propanoate